1-methyl-7-(naphthalen-1-ylmethyl)-5-oxo-8-(3-(trifluoromethyl)phenyl)-1,2,3,5-tetrahydroimidazo[1,2-a]pyridine-3-carboxylic acid CN1CC(N2C1=C(C(=CC2=O)CC2=CC=CC1=CC=CC=C21)C2=CC(=CC=C2)C(F)(F)F)C(=O)O